O=C1CC[C@@H](O1)C(=O)OC[C@]1(O[C@H]([C@@H]2OC(O[C@@H]21)(C)C)C2=CC=C1C(=NC=NN12)N)C#N ((3aS,4R,6S,6aS)-6-(4-aminopyrrolo[2,1-f][1,2,4]triazin-7-yl)-4-cyano-2,2-dimethyltetrahydrofuro[3,4-d][1,3]dioxol-4-yl)methyl (R)-5-oxotetrahydrofuran-2-carboxylate